C(C=C)(=O)OCCN1C(=O)N(C(=O)N(C1=O)CCOC(C=C)=O)CCOC(C=C)=O 1,3,5-tris(acryloyloxyethyl)isocyanuric acid